C(C1=CC=CC=C1)(=O)N1CC(CC2=CC=CC=C12)NC(C=C)=O N-(1-benzoyl-1,2,3,4-tetrahydroquinolin-3-yl)acrylamide